5-(2,2-dibromovinyl)-2,3-dihydrobenzo[b][1,4]dioxine BrC(=CC1=CC=CC=2OCCOC21)Br